pyrimidin-2-yl-3,4-dihydro-1H-spiro[1,8-naphthyridine-2,3'-pyrrolidine]-1'-carboxylate N1=C(N=CC=C1)OC(=O)N1CC2(CC1)NC1=NC=CC=C1CC2